3-(2,4'-dichlorobenzhydryloxy)-N-(2-methylbut-2-yl)azetidine-1-carboxamide ClC1=C(C(C2=CC=C(C=C2)Cl)OC2CN(C2)C(=O)NC(C)(CC)C)C=CC=C1